N-(5-imidazol-1-yl-3-methoxy-pyrazin-2-yl)-5-methyl-3-phenyl-isoxazole-4-carboxamide N1(C=NC=C1)C=1N=C(C(=NC1)NC(=O)C=1C(=NOC1C)C1=CC=CC=C1)OC